ClC1=CC=CC(=N1)N1CCN(CC1)CC 1-(6-chloro-2-pyridyl)-4-ethyl-piperazine